N-(9-((2R,4S,5R)-5-(fluoromethyl)-4-hydroxy-5-(hydroxymethyl)tetrahydrofuran-2-yl)-6-hydroxy-9H-purin-2-yl)isobutyramide FC[C@]1([C@H](C[C@@H](O1)N1C2=NC(=NC(=C2N=C1)O)NC(C(C)C)=O)O)CO